FC=1N=C(SC1CN1C[C@]2(C[C@@H]1C)CC=1C(=CNC(C1)=O)O2)NC(C)=O N-(4-fluoro-5-(((2r,5's)-5'-methyl-5-oxo-5,6-dihydro-3H-spiro[furo[2,3-c]pyridin-2,3'-pyrrolidin]-1'-yl)methyl)thiazol-2-yl)acetamide